ClC=1C=CC(=C(C1)C=1N=CN(C(C1)=O)[C@H](C(=O)NC1=CC=C(C(=O)O)C=C1)CC1=CC=CC=C1)N1N=NC(=C1)Cl (S)-4-(2-(4-(5-chloro-2-(4-chloro-1H-1,2,3-triazol-1-yl)phenyl)-6-oxopyrimidine-1(6H)-yl)-3-phenylpropanamido)benzoic acid